FC1=CC(=C(C=C1C=1C=NC(=CC1)OC1OCCCC1)NC(=O)C=1C=NC(=CC1C(F)(F)F)OC)N1C[C@H](N([C@H](C1)C)C)C |r| N-[4-fluoro-5-[6-(oxan-yloxy)pyridin-3-yl]-2-[rac-(3R,5S)-3,4,5-trimethylpiperazin-1-yl]phenyl]-6-methoxy-4-(trifluoromethyl)pyridine-3-carboxamide